4-({[4-(1,3-benzoxazol-2-yl)-5-methoxy-1-methyl-6-oxo-1,6-dihydropyrimidin-2-yl](methyl)amino}(phenyl)methyl)benzamide O1C(=NC2=C1C=CC=C2)C=2N=C(N(C(C2OC)=O)C)N(C)C(C2=CC=C(C(=O)N)C=C2)C2=CC=CC=C2